dimethyloctadecyl-(3-triethoxysilylpropyl)ammonium chloride [Cl-].C[N+](CCC[Si](OCC)(OCC)OCC)(CCCCCCCCCCCCCCCCCC)C